7-bromo-3-(4-isoquinolinyl)-1H-quinazoline-2,4-dione BrC1=CC=C2C(N(C(NC2=C1)=O)C1=CN=CC2=CC=CC=C12)=O